7-isopentyl-5,6,7,8-tetrahydro-1,6-naphthyridin-2-ol C(CC(C)C)C1NCC=2C=CC(=NC2C1)O